2-(((1H-Imidazol-2-yl)methyl)thio)-3-phenethylpteridin-4(3H)-one N1C(=NC=C1)CSC1=NC2=NC=CN=C2C(N1CCC1=CC=CC=C1)=O